N4-((1S,2R)-2-phenyl-cyclopropyl)pyrrolidine-3,4-dicarboxamide C1(=CC=CC=C1)[C@@H]1[C@H](C1)NC(=O)C1C(CNC1)C(=O)N